[OH-].C1(=CC=CC=C1)[N+](CC1=CC=CC=C1)(C1=CC=CC=C1)C1=CC=CC=C1 triphenylbenzyl-ammonium hydroxide